ClCC=1NC2=NC(=NC=C2N1)N1N=C(C=C1)C=1C=C(C=CC1)C 8-(chloromethyl)-2-(3-(m-tolyl)-1H-pyrazol-1-yl)-9H-purin